glycerine trimyristate C(CCCCCCCCCCCCC)(=O)OCC(OC(CCCCCCCCCCCCC)=O)COC(CCCCCCCCCCCCC)=O